C1(=CC=CC=C1)P(=O)(C1=CC=CC=C1)C1=C(C=CC=C1)[O-] 2-(diphenylphosphoryl)phenolat